N-[3-(3-methoxyphenyl)propyl]acetamide COC=1C=C(C=CC1)CCCNC(C)=O